2-Fluoroethyl-3-((5-chloro-2-methoxyphenyl)sulfonamido)-7,8-dihydro-1,6-naphthyridine-6(5H)-carboxylate FCCOC(=O)N1CC=2C=C(C=NC2CC1)NS(=O)(=O)C1=C(C=CC(=C1)Cl)OC